2-[3'-(thiophen-4-yl)biphenyl-3-yl]dibenzo[f,H]quinoxaline S1C=CC(=C1)C=1C=C(C=CC1)C1=CC(=CC=C1)C1=NC2=C3C(=C4C(=C2N=C1)C=CC=C4)C=CC=C3